O[C@@H](C(=O)NCCC(=O)OCCN(CCCCCCCC(=O)OC(CCCCCCCC)CCCCCCCC)CCCCCC(OCCCCCCCCCCC)=O)C(CO)(C)C Heptadecan-9-yl (R)-8-((2-((3-(2,4-dihydroxy-3,3-dimethylbutanamido) propanoyl)oxy)ethyl)(6-oxo-6-(undecyloxy)hexyl)amino)octanoate